S(=O)(=O)(O)N[C@@H](C)C(=O)O sulfo-L-alanine